C1(CC1)C=1C=CC(=NC1)N(C1=CC2=C([C@@H](CCO2)CNC=2C=NC=CC2C(=O)O)C=C1)C 3-([[(4R)-7-[(5-cyclopropylpyridin-2-yl)(methyl)amino]-3,4-dihydro-2H-1-benzopyran-4-yl]methyl]amino)pyridine-4-carboxylic acid